BrC=1C2=C(C3=C(N=C(N=C3C1F)S(=O)CC)O)COC2 6-Bromo-3-(ethylsulfinyl)-5-fluoro-7,9-dihydrofuro[3,4-f]quinazolin-1-ol